O1CCN(CC1)CCNC(CN1N=C(C=C1)[N+](=O)[O-])=O N-(2-morpholinoethyl)-2-(3-nitropyrazol-1-yl)acetamide